CN(C1=CC=C(C=CC(S(=O)(=O)C2=CC=C(C=C2)C)C=CC2=CC=C(C=C2)N(C)C)C=C1)C bis(p-dimethylaminostyryl)-1-p-tolylsulfonyl-methane